C1(CC1)C1=C(C(=NO1)C1=C(C=CC=C1Cl)Cl)CO[C@H]1[C@@H]2CN([C@H](C1)C2)C2=C(C=C(C(=O)O)C=C2)CC 4-((1S,4S,5R)-5-((5-cyclopropyl-3-(2,6-dichlorophenyl)isoxazol-4-yl)methoxy)-2-azabicyclo[2.2.1]heptan-2-yl)-3-ethylbenzoic acid